N1=CN=CC(=C1)C1=C(C=CC=2CCCCC12)C#N pyrimidin-5-yl-5,6,7,8-tetrahydronaphthalene-2-carbonitrile